tert-butyl (cis-4-((3-cyano-6-(3,6-dihydro-2H-pyran-4-yl)pyrazolo[1,5-a]pyridin-4-yl)oxy)cyclohexyl)carbamate C(#N)C=1C=NN2C1C(=CC(=C2)C=2CCOCC2)O[C@H]2CC[C@H](CC2)NC(OC(C)(C)C)=O